(R)-6-(3-(2-ethoxyphenoxy)piperidin-1-yl)-N-(5-phenylpyridin-2-yl)pyrazin-2-amine C(C)OC1=C(O[C@H]2CN(CCC2)C2=CN=CC(=N2)NC2=NC=C(C=C2)C2=CC=CC=C2)C=CC=C1